C(C)(C)N1CCN(CC1)CC=1C=CC=NC1 5-((4-isopropylpiperazin-1-yl)methyl)pyridine